4-amino-1-((4aR,5R,7R,7aS)-7-(hydroxymethyl)-2,2,4a-trimethyltetrahydro-4H-furo[3,4-d][1,3]dioxin-5-yl)pyrimidin-2(1H)-one NC1=NC(N(C=C1)[C@@H]1O[C@@H]([C@H]2OC(OC[C@]21C)(C)C)CO)=O